NC1=C(C=2C(=NC=C(C2S1)F)C=1C2=C(C=3C=NC(=NC3C1Cl)N1C[C@H]([C@@H](C1)N(C)C(C)C)O)COC2)C#N 2-Amino-4-(5-chloro-3-((3R,4R)-3-hydroxy-4-(isopropyl(methyl)amino)pyrrolidin-1-yl)-7,9-dihydrofuro[3,4-f]quinazolin-6-yl)-7-fluorothieno[3,2-c]pyridine-3-carbonitrile